C(C)OC1=C(O[C@H]2CN(CCC2)C2=CN=CC(=N2)NC2=NC=CC(=N2)C=2C=C(C=CC2)CCC(=O)O)C=CC=C1 (R)-3-(3-(2-((6-(3-(2-ethoxyphenoxy)piperidin-1-yl)pyrazin-2-yl)amino)pyrimidin-4-yl)phenyl)propanoic acid